D-galactopyranoseuronic acid OC1[C@H](O)[C@@H](O)[C@@H](O)[C@H](O1)C(=O)O